CN1N=C(C=C1C)NC1=NC=C(C(=N1)C1=CNC2=C(C=CC=C12)NC(CN1C[C@H](CC1)OC1=NC(=NC=C1)OC)=O)C (S)-N-(3-(2-((1,5-dimethyl-1H-pyrazol-3-yl)amino)-5-methylpyrimidin-4-yl)-1H-indol-7-yl)-2-(3-((2-methoxypyrimidin-4-yl)oxy)pyrrolidin-1-yl)acetamide